2,5-bis(difluoromethyl)pyrazole-3-carboxylic acid FC(N1N=C(C=C1C(=O)O)C(F)F)F